OC=1C=C(C=CC1O)C=CC(=O)C1=CC=C(C=C1)NS(=O)(=O)C N-[4-[3-(3,4-Dihydroxyphenyl)prop-2-enoyl]phenyl]methanesulfonamide